ClC=1C=C(N)C=CC1OC(C1=NC=CC=C1)([2H])[2H] 3-chloro-4-[dideuterio(2-pyridyl)methoxy]aniline